O(C1=CC=CC=C1)C1=C(C=C(C(=O)O)C=C1S(N)(=O)=O)N1CCCC1 4-phenoxy-3-pyrrolidin-1-yl-5-sulfamoyl-benzoic acid